N-((R)-5-(7,7-difluoro-2-((2S,3R)-3-hydroxy-2-methylazetidin-1-yl)-6,7-dihydro-5H-cyclopenta[d]pyrimidin-4-yl)-3,3-dimethyl-2,3-dihydro-1H-inden-1-yl)methanesulfonamide FC1(CCC2=C1N=C(N=C2C=2C=C1C(C[C@H](C1=CC2)NS(=O)(=O)C)(C)C)N2[C@H]([C@@H](C2)O)C)F